ethyl(2-hydroxyethyl)dimethylammonium chloride [Cl-].C(C)[N+](C)(C)CCO